(2'S,6'S)-benzyl-1-[(4-methoxyphenyl)methyl]-2',6-dimethyl-6'-(1-methyltriazol-4-yl)spiro[indoline-3,4'-piperidine]-2-one C(C1=CC=CC=C1)N1[C@H](CC2(C[C@H]1C=1N=NN(C1)C)C(N(C1=CC(=CC=C12)C)CC1=CC=C(C=C1)OC)=O)C